1-(difluoromethyl)-4-(2-methyl-4-[[6-(3-methylidene-2-oxopyrrolidin-1-yl)quinazolin-4-yl]amino]phenoxy)pyridin-2-one FC(N1C(C=C(C=C1)OC1=C(C=C(C=C1)NC1=NC=NC2=CC=C(C=C12)N1C(C(CC1)=C)=O)C)=O)F